1-(2-methylbenzyl)guanidine CC1=C(CNC(=N)N)C=CC=C1